2-(3,4-dichlorophenyl)-N-methyl-N-[(5R,7S,8S)-7-(pyrrolidin-1-yl)-1-oxaspiro[4.5]decan-8-yl]acetamide ClC=1C=C(C=CC1Cl)CC(=O)N([C@@H]1[C@H](C[C@]2(CCCO2)CC1)N1CCCC1)C